(R)-3-amino-4-oxo-butyric acid N[C@H](CC(=O)O)C=O